amino-N-(2-(dimethylamino)ethyl)-[6,7'-biisoquinoline]-3-carboxamide NC1=NC(=CC2=CC(=CC=C12)C1=CC=C2C=CN=CC2=C1)C(=O)NCCN(C)C